FC1=CC=C(C=C1)C(=C)P(C1=CC=CC=C1)(C1=CC=CC=C1)=O (1-(4-fluorophenyl)vinyl)diphenylphosphine oxide